BrCC(=O)C=1N=C(N2C1C=NC(=C2)C)C(=O)NCC2=C(C=C(C=C2)OC)OC 1-(2-bromoacetyl)-N-[(2,4-dimethoxyphenyl)methyl]-6-methyl-imidazo[1,5-a]pyrazine-3-carboxamide